{6-chloro-4-[7-cyclopropyl-6-(1-Methyl-pyrazol-4-yl)-3,4-dihydro-2H-quinolin-1-yl]-1,3-dihydroisoindol-2-yl}carboxylic acid tert-butyl ester C(C)(C)(C)OC(=O)N1CC2=CC(=CC(=C2C1)N1CCCC2=CC(=C(C=C12)C1CC1)C=1C=NN(C1)C)Cl